ClC1=NC=CC(=C1)N1C(=NC(=CC1=O)O)C 3-(2-chloropyridin-4-yl)-6-hydroxy-2-methylpyrimidin-4(3H)-one